3,6-dibromo-1,2,4,5-benzenetetramine BrC1=C(C(=C(C(=C1N)N)Br)N)N